4-(2'-fluoro-[1,1'-biphenyl]-4-yl)butanamide FC1=C(C=CC=C1)C1=CC=C(C=C1)CCCC(=O)N